Trimethylphenyl-ammonium trichloroacetate ClC(C(=O)[O-])(Cl)Cl.C[N+](C1=CC=CC=C1)(C)C